C1(CCCC1)OC1=C(C=C(C=C1)N1N=NN=C1)[N+](=O)[O-] 1-(4-cyclopentyloxy-3-nitrophenyl)-1H-tetrazole